C1(CC1)B(O)O Cyclopropaneboronic acid